S(N)(=O)(=O)N1CCC(CC1)NC(=O)C=1C=NN2C1N=CC=C2 N-(1-sulfamoylpiperidin-4-yl)pyrazolo[1,5-a]pyrimidine-3-carboxamide